6-(2-hydroxy-2-methylpropyloxy)-4-(1,2,3,6-tetrahydropyridin-4-yl)pyrazolo[1,5-a]pyridine-3-carbonitrile hydrochloride Cl.OC(COC=1C=C(C=2N(C1)N=CC2C#N)C=2CCNCC2)(C)C